3-(5-(((3R,5R)-5-ethoxy-1-isopropylpiperidin-3-yl)oxy)-1-oxoisoindolin-2-yl)piperidine-2,6-dione C(C)O[C@@H]1C[C@H](CN(C1)C(C)C)OC=1C=C2CN(C(C2=CC1)=O)C1C(NC(CC1)=O)=O